3-[5-(3-hydroxyazetidin-1-yl)-3-methyl-2-oxo-benzimidazol-1-yl]piperidine-2,6-dione OC1CN(C1)C1=CC2=C(N(C(N2C)=O)C2C(NC(CC2)=O)=O)C=C1